di(2-propoxyethyl)ammonium thiophosphate P(=S)([O-])([O-])[O-].C(CC)OCC[NH2+]CCOCCC.C(CC)OCC[NH2+]CCOCCC.C(CC)OCC[NH2+]CCOCCC